FC1=C(C(=C(C2=C1OC=1C(=CC=3N(C4=CC5=C(C=C4SC3C1)OC1=C(O5)C=CC=C1)CCOCCOC)O2)F)F)F tetrafluoro-16-(2-(2-methoxyethoxy)ethyl)-16H-benzo[5,6][1,4]dioxino[2,3-b]benzo[5,6][1,4]dioxino-[2,3-i]phenothiazine